FC=1C=2N(C=CC1)N=C(C2)[C@H]2N(CCC1=C2N=CN1)C1=C(C(=O)NC2=CC=CC=C2)C=CC=N1 (S)-2-(4-(4-fluoropyrazolo[1,5-a]pyridin-2-yl)-1,4,6,7-tetrahydro-5H-imidazo[4,5-c]pyridin-5-yl)-N-phenylnicotinamide